N-(5,6-difluoro-1H-indol-3-yl)-N'-{1-[3-(trifluoromethoxy)phenyl]ethyl}ethanediamide FC=1C=C2C(=CNC2=CC1F)NC(C(=O)NC(C)C1=CC(=CC=C1)OC(F)(F)F)=O